(1R,2S)-2-((4-(benzo[d]thiazol-6-ylamino)-7-(1-methyl-1H-pyrazol-4-yl)quinazolin-5-yl)oxy)cyclobutan-1-ol S1C=NC2=C1C=C(C=C2)NC2=NC=NC1=CC(=CC(=C21)O[C@@H]2[C@@H](CC2)O)C=2C=NN(C2)C